hydroxynaphthylbenzimidazole OC1=CC=CC=2N=C(NC21)C2=CC=CC1=CC=CC=C21